CN1C(C(CCC1=O)N1C(C2=CC=C(C=C2C1=O)NCC(=O)OC(C)(C)C)=O)=O tert-butyl (2-(1-methyl-2,6-dioxopiperidin-3-yl)-1,3-dioxoisoindolin-5-yl)glycinate